COCN(CCC[Si](OC)(OC)OC)COC {3-[bis(methoxymethyl)amino]propyl}trimethoxysilane